2'-(3-chloro-1H-pyrrolo[2,3-b]pyridin-5-yl)-1-(pyridine-3-sulfonyl)-5',6'-dihydrospiro[piperidine-4,4'-pyrrolo[1,2-b]pyrazole] ClC1=CNC2=NC=C(C=C21)C=2C=C1N(N2)CCC12CCN(CC2)S(=O)(=O)C=2C=NC=CC2